N-(1-(Difluoromethyl)-3-((5-(trifluoromethyl)thiophen-2-yl)ethynyl)-1H-pyrrolo[2,3-b]pyridin-5-yl)acrylamide FC(N1C=C(C=2C1=NC=C(C2)NC(C=C)=O)C#CC=2SC(=CC2)C(F)(F)F)F